(3-oxazolyl)zinc (II) O1CN(C=C1)[Zn+]